C12OCCC(C2C1)=O Oxabicyclo[4.1.0]heptan-5-one